N-(3-(6-Ethoxypyridin-3-yl)-1-methyl-1H-indol-6-yl)-4-methyl-3-((3-(pyridin-3-yl)phenyl)amino)benzamide C(C)OC1=CC=C(C=N1)C1=CN(C2=CC(=CC=C12)NC(C1=CC(=C(C=C1)C)NC1=CC(=CC=C1)C=1C=NC=CC1)=O)C